The molecule is an organophosphate oxoanion that is the conjugate base of 3',5'-cyclic AMP arising from deprotonation of the free phosphate OH group; major species at pH 7.3. It has a role as a human metabolite and a Saccharomyces cerevisiae metabolite. It is a conjugate base of a 3',5'-cyclic AMP. C1[C@@H]2[C@H]([C@H]([C@@H](O2)N3C=NC4=C(N=CN=C43)N)O)OP(=O)(O1)[O-]